19-chloro-4,6,8,10,12,14,16-heptamethylnonadecyl butyloxymethyl ether C(CCC)OCOCCCC(CC(CC(CC(CC(CC(CC(CCCCl)C)C)C)C)C)C)C